ClC=1C(=C(C=CC1F)[C@@H](NC(=O)N1[C@@H](C(NCC1)=O)C)[C@H]1COC2=CC=CC=C2C1)F |o1:8,20| (R)-N-((S or R)-(3-chloro-2,4-difluorophenyl)((S or R)-chroman-3-yl)methyl)-2-methyl-3-oxopiperazine-1-carboxamide